1-[(2R,4R,5R)-5-[[bis(4-methoxyphenyl)-phenyl-methoxy]methyl]-4-hydroxy-tetrahydrofuran-2-yl]-3-methyl-pyrimidine-2,4-dione COC1=CC=C(C=C1)C(OC[C@@H]1[C@@H](C[C@@H](O1)N1C(N(C(C=C1)=O)C)=O)O)(C1=CC=CC=C1)C1=CC=C(C=C1)OC